BrC1=C(C=CC(=C1)C1CC1)C(F)(F)F 2-bromo-4-cyclopropyl-1-(trifluoromethyl)benzene